3-[2-Oxo-3-[3-oxo-4-(2-trimethylsilylethoxymethyl)pyrazino[2,3-b][1,4]oxazin-6-yl]oxazol-5-yl]propanal O=C1OC(=CN1C1=NC2=C(OCC(N2COCC[Si](C)(C)C)=O)N=C1)CCC=O